C(C)(C)(C)OC(COC=1C=C(OC2=CC=C(C=N2)C(=O)O)C=CC1)=O 6-[3-(2-tert-butoxy-2-oxo-ethoxy)phenoxy]pyridine-3-carboxylic acid